tert-butyl 4,4-difluoro-3-(2-vinylpyridin-4-yl)piperidine-1-carboxylate FC1(C(CN(CC1)C(=O)OC(C)(C)C)C1=CC(=NC=C1)C=C)F